FC(CC(=C(CCC1=CC=CC=C1)C)C1=CC=C(C=C1)C(F)(F)F)(F)F 1-trifluoromethyl-2-(4-trifluoromethylphenyl)-3-methyl-5-phenyl-2-pentene